FC=1C=C(CNCC(=O)NC)C=CC1B1OC(C(O1)(C)C)(C)C 2-((3-fluoro-4-(4,4,5,5-tetramethyl-1,3,2-dioxaborolan-2-yl)benzyl)amino)-N-methylacetamide